ClC1=CC=C(C(N1CC=1NC=2C(=NC=C(C2CC(C)C)F)N1)=O)NC([C@H](CC\C=C\C(=O)N(C)C)NC(OC)=O)=O methyl (S,E)-(1-((6-chloro-1-((6-fluoro-7-isobutyl-1H-imidazo[4,5-b]pyridin-2-yl)methyl)-2-oxo-1,2-dihydropyridin-3-yl)amino)-7-(dimethylamino)-1,7-dioxohept-5-en-2-yl)carbamate